C[Si](NC(C(F)(Cl)Cl)=O)(C)C N-(trimethylsilyl)dichlorofluoroacetamide